Pyrrolo[2,3-b]Pyridine-1-Formamide N1(C=CC=2C1=NC=CC2)C(=O)N